2-[6-amino-5-[(1R,5S)-8-[3-(4-piperidylsulfanyl)phenyl]-3,8-diazabicyclo[3.2.1]octan-3-yl]pyridazin-3-yl]phenol NC1=C(C=C(N=N1)C1=C(C=CC=C1)O)N1C[C@H]2CC[C@@H](C1)N2C2=CC(=CC=C2)SC2CCNCC2